FC1=CC=C(C=C1)C1=NN=C(S1)CNC(=O)C=1N=NN(C1)C N-{[5-(4-fluorophenyl)-1,3,4-thiadiazol-2-yl]methyl}-1-methyl-1H-1,2,3-triazole-4-carboxamide